[N+](=O)([O-])C1=C(C(=C(C=2NC3=CC=CC=C3C12)[N+](=O)[O-])[N+](=O)[O-])[N+](=O)[O-] tetranitrocarbazole